Triazolo[1,5-a]Quinoline-4-carboxamide N1=NC=C2N1C1=CC=CC=C1C=C2C(=O)N